2-(2-(2-(2-aminoacetamido)acetamido)acetamido)acetic acid NCC(=O)NCC(=O)NCC(=O)NCC(=O)O